methyl 5-ethyl-4-{5-fluoro-3-[(5-fluoropyridin-3-yl)methoxy]pyridin-2-yl}thiophene-2-carboxylate C(C)C1=C(C=C(S1)C(=O)OC)C1=NC=C(C=C1OCC=1C=NC=C(C1)F)F